CN(C1=CC=C(C=N1)C=1N=C2N(C(C1)=O)C=C(C=C2)C=2CCN(CC2)C)C 2-[6-(dimethylamino)pyridin-3-yl]-7-(1-methyl-1,2,3,6-tetrahydropyridin-4-yl)-4H-pyrido[1,2-a]pyrimidin-4-one